N,N-dimethyl-2-methylpropionamide CN(C(C(C)C)=O)C